ClC1=C(C=CC(=C1)F)NC1=C(C(=O)O)C=CC(=C1)C(F)(F)F 2-((2-chloro-4-fluorophenyl)amino)-4-(trifluoromethyl)benzoic acid